COC1=NC(=CC2=C1C(NN=C2)=O)C2=CC=C(CNC(OC(C)(C)C)=O)C=C2 tert-butyl (4-(5-methoxy-4-OxO-3,4-dihydropyrido[3,4-d]pyridazin-7-yl)benzyl)carbamate